FC(CN1N=C(C=C1)N)F 1-(2,2-difluoroethyl)pyrazol-3-amine